The molecule is a ketone that is hexan-2-one in which one of the hydrogens at position 5 is replaced by a hydroxy group. It is a ketone and a secondary alcohol. CC(CCC(=O)C)O